ClC1=CC=C(C(=N1)C(=O)OC(C)(C)C)NC(C)C=1C=C(C=C2C(C=C(OC12)C=1C=CC=2N(N1)C=C(N2)C)=O)C(F)(F)F tert-Butyl 6-chloro-3-[1-[2-(2-methylimidazo[1,2-b]pyridazin-6-yl)-4-oxo-6-(trifluoromethyl)chromen-8-yl]ethylamino]pyridine-2-carboxylate